5-(4-((9-(cyclopropylmethyl)-9H-purin-6-yl)oxy)phenyl)-N-(m-tolyl)thiazol-2-amine C1(CC1)CN1C2=NC=NC(=C2N=C1)OC1=CC=C(C=C1)C1=CN=C(S1)NC=1C=C(C=CC1)C